C(CCC)NC1=CC=C(C=C1)NCCCC di-butyl-p-phenylenediamine